1,4-di(1-bromoethyl)benzene BrC(C)C1=CC=C(C=C1)C(C)Br